C(C)(C)(C)OC(=O)N1C(C2=CC=C(C=C2C2(C1)CC2)OC)N amino-6'-methoxy-1'H-spiro[cyclopropane-1,4'-isoquinoline]-2'(3'H)-carboxylic acid tert-butyl ester